3-deoxy-D-glycero-D-galactononulosonic acid C(C(=O)C[C@H](O)[C@@H](O)[C@@H](O)[C@H](O)[C@H](O)CO)(=O)O